CON(C(=O)C=1C=NN(C1)COCC[Si](C)(C)C)C N-methoxy-N-methyl-1-((2-(trimethylsilyl)ethoxy)methyl)-1H-pyrazole-4-carboxamide